C(C1=CC=CC=C1)O[C@@H]1[C@@H](CCC(C1)(F)F)O cis-2-(benzyloxy)-4,4-difluorocyclohexane-1-ol